2-[2-(3,4-difluoro-2-methyl-phenoxy)-3-quinolinyl]-6-methyl-4-oxo-5-(2-trimethylsilylethynyl)-1H-pyridine-3-carboxylic acid ethyl ester C(C)OC(=O)C1=C(NC(=C(C1=O)C#C[Si](C)(C)C)C)C=1C(=NC2=CC=CC=C2C1)OC1=C(C(=C(C=C1)F)F)C